6-methoxy-1,3,5-triazine-2-carbonitrile COC1=NC=NC(=N1)C#N